4-(2-((1-(1H-indol-3-yl)hexan-2-yl)carbamoyl)-5,6-dihydroimidazo[1,2-a]pyrazin-7(8H)-yl)-1-methylcyclohexane-1-carboxylic acid N1C=C(C2=CC=CC=C12)CC(CCCC)NC(=O)C=1N=C2N(CCN(C2)C2CCC(CC2)(C(=O)O)C)C1